N1=CC=C(C=C1)C=1C(=NN2C1C=NCC2)C=2C=NC(=CC2)C(F)(F)F 3-(pyridin-4-yl)-2-[6-(trifluoromethyl)pyridin-3-yl]-6,7-dihydropyrazolo[1,5-a]pyrazin